methyl 3,4-difluoro-2-((2-fluoro-4-iodophenyl)amino)-5-vinylbenzoate FC=1C(=C(C(=O)OC)C=C(C1F)C=C)NC1=C(C=C(C=C1)I)F